C(CCCCCCCCC\C=C/CCCCCCCC)(=O)[O-].[Cu+2].C(CCCCCCCCC\C=C/CCCCCCCC)(=O)[O-] copper gondoate